(R)-N-(1-(2-cyano-3-(isoindolin-2-yl)-7-methylquinoxalin-5-yl)ethylidene)-2-methylpropane-2-sulfinamide C(#N)C1=NC2=CC(=CC(=C2N=C1N1CC2=CC=CC=C2C1)C(C)=N[S@](=O)C(C)(C)C)C